5-Bromo-3-chloro-2-(1H-1,2,4-triazol-3-yl)pyridine Tert-butyl-(4-bromo-2,3-dihydrobenzofuran-3-yl)(tert-butoxycarbonyl)carbamate C(C)(C)(C)CC(C)(C)OC(=O)N(C(O)=O)C1COC2=C1C(=CC=C2)Br.BrC=2C=C(C(=NC2)C2=NNC=N2)Cl